OC1=C(C(=CC(=C1C(=O)O)CCCCC)O)[C@H]1[C@@H](CCC(=C1)C)C(=C)C (1'R,2'R)-2,6-dihydroxy-5'-methyl-4-pentyl-2'-(prop-1-en-2-yl)-1',2',3',4'-tetrahydro[1,1'-biphenyl]-3-carboxylic acid